C(CCCCCCCCCCCCCC)C1=C(C2=CC=CC=C2C=C1)CCCCCCCCCCCCCCC di(pentadecyl)naphthalene